O(C1=CC=CC=C1)C=1C=C(C=CC1)CC(=O)O 3-phenoxyphenylacetic acid